tert-butyl-((1s,4s)-4-(((tert-butyldimethylsilyl)oxy)methyl)cyclohexyl)methanol C(C)(C)(C)C(O)C1CCC(CC1)CO[Si](C)(C)C(C)(C)C